CC12C(C3CCC4C5(CCC(C(C5CCC4(C3CC1)C)(C)C)OC1N=CC(C=N1)=S)C)C(CC2)C(=COC2N=CC(C=N2)=S)C 2-((3a,5b,8,8,11a-pentamethyl-1-(1-((5-thioxo-2,5-dihydropyrimidin-2-yl)oxy)prop-1-en-2-yl)icosahydro-1H-cyclopenta[a]chrysen-9-yl)oxy)pyrimidine-5(2H)-thione